FC1=CC=C(O[C@H]2C=3N(CCCC2)N=C(N3)NC3[C@H]2CN(C[C@@H]3CC2)C2=NC=NC(=C2)C)C=C1 (R)-9-(4-fluorophenoxy)-N-((1R,5S,8s)-3-(6-methylpyrimidin-4-yl)-3-azabicyclo[3.2.1]-octan-8-yl)-6,7,8,9-tetrahydro-5H-[1,2,4]triazolo[1,5-a]azepin-2-amine